C[C@H]1CN(CCN1C=1C2=C(N=CN1)N(C=C2B2OC(C(O2)(C)C)(C)C)S(=O)(=O)C2=CC=C(C)C=C2)C(=O)OC(C)(C)C tert-Butyl (S)-3-methyl-4-(5-(4,4,5,5-tetramethyl-1,3,2-dioxaborolane-2-yl)-7-tosyl-7H-pyrrolo[2,3-d]pyrimidin-4-yl)piperazine-1-carboxylate